N-(6-bromo-1,3-benzothiazol-2-yl)bicyclo[3.3.1]nonane-3-carboxamide BrC1=CC2=C(N=C(S2)NC(=O)C2CC3CCCC(C2)C3)C=C1